N1CC(C1)OC=1C=CC(=C(C(=O)N[C@H](C)C2=CC(=CC=C2)C=2SC(=CC2)CN2C[C@H](CC2)O)C1)C 5-(azetidin-3-yloxy)-N-((R)-1-(3-(5-(((S)-3-hydroxypyrrolidin-1-yl)methyl)thiophen-2-yl)phenyl)ethyl)-2-methylbenzamide